FC=1C(=C(C=CC1F)[C@@H]1[C@@H](O[C@]([C@@H]1C)(C(F)(F)F)C)C(=O)NC1=CC(=NC=C1)C(=O)N)OC([2H])([2H])[2H] 4-((2R,3R,4R,5R)-3-(3,4-difluoro-2-(methoxy-d3)phenyl)-4,5-dimethyl-5-(trifluoromethyl)tetrahydrofuran-2-carboxamido)picolinamide